C(CCCCCCCCCCCCC)(=O)N[C@@H](CCC(=O)O)C(=O)O N-myristoyl-l-glutamic acid